5,6-dichloro-1'-((1r,4r)-4-isopropylcyclohexyl)-1-(2-morpholinoethyl)spiro[indoline-3,4'-piperidin]-2-one ClC=1C=C2C(=CC1Cl)N(C(C21CCN(CC1)C1CCC(CC1)C(C)C)=O)CCN1CCOCC1